N-[3-(6-chloro-1,3-benzothiazol-2-yl)-1-bicyclo[1.1.1]pentanyl]-3-(1-methylsulfonylethyl)-1H-pyrazole-5-carboxamide ClC1=CC2=C(N=C(S2)C23CC(C2)(C3)NC(=O)C3=CC(=NN3)C(C)S(=O)(=O)C)C=C1